COC=1C=C2[C@]3(C(NC2=CC1)=O)[C@@H](C3)C3=CC=C1C(=NNC1=C3)NC=3C(=NC=C(C3)N3C(CCC3)=O)OC (1R,2S)-5'-methoxy-2-(3-{[2-methoxy-5-(2-oxopyrrolidin-1-yl)pyridin-3-yl]amino}-1H-indazol-6-yl)spiro[cyclopropane-1,3'-indol]-2'(1'H)-one